CC1=CC=C(C=C1)S(=O)(=O)OC[C@H]1OC[C@@H](CC1)NS(=O)(=O)N1CCCC1 ((2S,5R)-5-(pyrrolidine-1-sulfonamido)tetrahydro-2H-pyran-2-yl)methyl 4-methylbenzenesulfonate